C(C)OCCCCCN 5-ethoxypentanamine